COC1=CC=C(C=C1)C(\C=C(/CC)\C(F)(F)F)=O (E)-1-(4-methoxyphenyl)-3-(trifluoromethyl)pent-2-en-1-one